6,7-dichloro-N-(2-hydroxyethyl)-N-(4-methoxybenzyl)-1H-indazole-3-carboxamide ClC1=CC=C2C(=NNC2=C1Cl)C(=O)N(CC1=CC=C(C=C1)OC)CCO